C(C)OC(=O)C=1N=C(N(C1Br)C1C(C1)C(F)(F)F)Cl Ethyl-5-bromo-2-chloro-1-[2-(trifluoromethyl)cyclopropyl]-1H-imidazol-4-carboxylat